(1,1,1-trifluoro-2-propyl)-methoxysilane FC(C(C)[SiH2]OC)(F)F